OC1=CC(=NN1C1=NC=CC=N1)C(=O)O 5-Hydroxy-1-(pyrimidin-2-yl)-1H-pyrazole-3-carboxylic acid